FC(C)(F)C1=NC(=NO1)C12CCC(CC1)(CC2)CN(C(=O)C21CC(C2)(C1)F)C=1C=C(C=CC1)C1=CC=C(C=C1)OCC N-((4-(5-(1,1-difluoroethyl)-1,2,4-oxadiazol-3-yl)bicyclo[2.2.2]octan-1-yl)methyl)-N-(4'-ethoxy-[1,1'-biphenyl]-3-yl)-3-fluorobicyclo[1.1.1]pentane-1-carboxamide